FC(OC1=C(C=CC=C1)C1=CC=CC=C1)(F)F trifluoromethoxyl-biphenyl